3-(7-fluoro-5-((4-(4-((1R,2S)-6-hydroxy-2-phenyl-1,2,3,4-tetrahydronaphthalen-1-yl)phenyl)piperazin-1-yl)methyl)-1-oxoisoindolin-2-yl)piperidine-2,6-dione FC=1C=C(C=C2CN(C(C12)=O)C1C(NC(CC1)=O)=O)CN1CCN(CC1)C1=CC=C(C=C1)[C@H]1[C@H](CCC2=CC(=CC=C12)O)C1=CC=CC=C1